ClC1=C(C=CC=C1)C=1N=C(SC1)C1=C(C(=O)N)C=CC(=C1)N1CCN(CC1)CCOC [4-(2-chlorophenyl)-1,3-thiazol-2-yl]-4-[4-(2-methoxyethyl)piperazin-1-yl]benzamide